NCC1=CC=CC(=N1)C(C)O (6-(aminomethyl)pyridin-2-yl)ethanol